ClC=1C(=CC(=C(C1)NC1=NC(=NC=N1)NC=1C(=CC(=C(C1)NC(C=C)=O)N1[C@H](CC1)CN(C)C)OC)C(C)(CC)O)F N-(5-(4-(5-chloro-4-fluoro-2-(2-hydroxybutan-2-yl)phenylamino)-1,3,5-triazin-2-ylamino)-2-((R)-2-((dimethylamino)methyl)azetidin-1-yl)-4-methoxyphenyl)acrylamide